FC=1C=C(C(=NC1)OC)C1N(C[C@@H](C1)O)C(=O)OC(C)(C)C tert-butyl (4R)-2-(5-fluoro-2-methoxypyridin-3-yl)-4-hydroxypyrrolidine-1-carboxylate